CN1C(C(CCC1)N1C(C2=CC(=CC=C2C1)B1OC(C(O1)(C)C)(C)C)=O)=O 2-(1-methyl-2-oxopiperidin-3-yl)-6-(4,4,5,5-tetramethyl-1,3,2-dioxaborolan-2-yl)-2,3-dihydro-1H-isoindol-1-one